1-(2-oxa-3-azabicyclo[2.2.2]oct-5-en-3-yl)-2,2-dimethylpropan-1-one C12ON(C(C=C1)CC2)C(C(C)(C)C)=O